C[C@H]1C[C@@H](NCC1)C=1C=CC2=C(N=CS2)C1 5-((2R,4R)-4-methylpiperidin-2-yl)benzo[d]thiazole